N,N-dimethylphenylethylamine CN(C)CCC1=CC=CC=C1